1,3-Bis(2,4-diaminophenyl)propan NC1=C(C=CC(=C1)N)CCCC1=C(C=C(C=C1)N)N